CC=1C=CC(=NC1C(F)(F)F)OC1CCC2(CN(C2)C(=O)C2CC(C2)=O)CC1 3-(7-((5-methyl-6-(trifluoromethyl)pyridin-2-yl)oxy)-2-azaspiro[3.5]nonane-2-carbonyl)cyclobutan-1-one